C(C)(=O)NC1CCC2C1N(C=1C(=CC(=CC21)C(=O)NC2=CC=C(C=C2)OC(F)(F)Cl)C2=NC=CN=C2)C(C)C 3-Acetylamino-N-(4-(chlorodifluoromethoxy)phenyl)-4-isopropyl-5-(pyrazin-2-yl)-1,2,3,3a,4,8b-hexahydrocyclopenta[b]indole-7-carboxamide